2-(dimethylamino)-1-{6-[4-(3-quinolylamino)-2-pyrimidinylamino]-1,4-diaza-1-indanyl}-1-ethanone CN(CC(=O)N1CCC2=NC=C(C=C12)NC1=NC=CC(=N1)NC=1C=NC2=CC=CC=C2C1)C